1-[4-(4-amino-1-methyl-1H-pyrazolo[3,4-d]pyrimidin-3-yl)-2-chloro-phenyl]-3-[5-tert-butyl-2-(3-fluoro-4-methyl-phenyl)-2H-pyrazol-3-yl]-urea NC1=C2C(=NC=N1)N(N=C2C2=CC(=C(C=C2)NC(=O)NC=2N(N=C(C2)C(C)(C)C)C2=CC(=C(C=C2)C)F)Cl)C